C(=O)NC1=CC=C(C=C1)F formyl-para-fluoroaniline